(4,6-difluoro-5-(2-(trifluoromethoxy)phenyl)-1H-benzo[d]imidazol-2-yl)(4-(ethylsulfonyl)phenyl)methanol FC1=C(C(=CC=2NC(=NC21)C(O)C2=CC=C(C=C2)S(=O)(=O)CC)F)C2=C(C=CC=C2)OC(F)(F)F